The molecule is a tricarboxylic acid that is glutaric acid in which one of the beta-hydrogens is substituted by a carboxy group. It is a conjugate acid of a tricarballylate. C(C(CC(=O)O)C(=O)O)C(=O)O